FC(CN(S(=O)(=O)C1C2C(=C(C(C1)O2)C2=CC=C(C=C2)O)C2=CC=C(C=C2)O)C2=CC=C(C=C2)OC)(C)C N-(2-fluoro-2-methylpropyl)-5,6-bis(4-hydroxyphenyl)-N-(4-methoxyphenyl)-7-oxabicyclo[2.2.1]hept-5-ene-2-sulfonamide